Tetracosanoic acid 7-[4-(4-benzo[b]thiophen-4-ylpiperazin-1-yl)butoxy]-4,4-dimethyl-2-oxo-3,4-dihydro-2H-quinolin-1-ylmethyl ester S1C2=C(C=C1)C(=CC=C2)N2CCN(CC2)CCCCOC2=CC=C1C(CC(N(C1=C2)COC(CCCCCCCCCCCCCCCCCCCCCCC)=O)=O)(C)C